(benzenesulfonyloxy)-2,6-dichlorobenzonitrile C1(=CC=CC=C1)S(=O)(=O)OC=1C(=C(C#N)C(=CC1)Cl)Cl